C(=C)C1=CNC=2N=CN=CC21 5-ethenyl-7H-pyrrolo[2,3-d]pyrimidin